4-(2-(4-(5-chloro-2-(4-chloro-1H-1,2,3-triazol-1-yl)phenyl)-5-methoxy-2-oxopyridin-1(2H)-yl)-2-fluoroacetamido)-N-ethyl-2-fluorobenzamide ClC=1C=CC(=C(C1)C1=CC(N(C=C1OC)C(C(=O)NC1=CC(=C(C(=O)NCC)C=C1)F)F)=O)N1N=NC(=C1)Cl